P(=O)(OCCC)(OCCC)OC1=CC=CC=C1 di(1-propyl) phenyl phosphate